((((trans)-3-fluoro-1-methylpiperidin-4-yl)thio)methyl)quinazolin-4(3H)-one F[C@@H]1CN(CC[C@H]1SCC1=NC2=CC=CC=C2C(N1)=O)C